The molecule is a disaccharide comprising a 3-deoxy-alpha-D-manno-oct-2-ulopyranonosonyl unit in (2->4) linkage with D-glycero-alpha-D-talo-oct-2-ulosonic acid; it is found in the core structure of bacterial lipopolysaccharides. C1[C@H]([C@H]([C@H](O[C@]1(C(=O)O)O[C@H]2[C@H]([C@H](O[C@]([C@H]2O)(C(=O)O)O)[C@@H](CO)O)O)[C@@H](CO)O)O)O